C(C(C)(C)C)[SiH3] neo-pentylsilane